N,N-bis(2,4-dimethoxybenzyl)-2-methoxy-5-(2-(1-methyl-1H-1,2,4-triazol-3-yl)propan-2-yl)benzenesulfonamide COC1=C(CN(S(=O)(=O)C2=C(C=CC(=C2)C(C)(C)C2=NN(C=N2)C)OC)CC2=C(C=C(C=C2)OC)OC)C=CC(=C1)OC